[N+](=O)([O-])C1=C(C=CC=C1)C=1C=CNC1 4-(2-nitrophenyl)-1H-pyrrol